C1(CCCCC1)NN1NC(=CC(=N1)S)S 2-cyclohexylamino-4,6-dimercaptotriazine